C1(CCCC1)N1CCN(CC1)C(=O)C=1C=NC2=CC=C(C=C2C1N1CCC2(OCCO2)CC1)OC (4-cyclopentylpiperazin-1-yl)(6-methoxy-4-(1,4-dioxa-8-azaspiro[4.5]decan-8-yl)quinolin-3-yl)methanone